CON(CC(=O)O)CC N-methoxy-ethylglycine